(R) or (S)-4-methyl-3-(1-methylpyrrolidin-2-yl)pyridine CC1=C(C=NC=C1)[C@@H]1N(CCC1)C |o1:7|